C1=CC(=CC=C1C2=CC(=O)C3=C(O2)C(=C(C=C3O)[O-])[C@H]4[C@@H]([C@H]([C@@H]([C@H](O4)CO)O)O)O)O The molecule is conjugate base of vitexin arising from deprotonation of the 7-hydroxy group; major species at pH 7.3. It is a conjugate base of a vitexin.